(S)-N-(1-(1-(5-((diethyl(oxo)-λ6-sulfaneylidene)amino)pyridin-2-yl)-1H-1,2,4-triazol-5-yl)ethyl)-3,5-bis(trifluoromethyl)benzamide C(C)S(=O)(CC)=NC=1C=CC(=NC1)N1N=CN=C1[C@H](C)NC(C1=CC(=CC(=C1)C(F)(F)F)C(F)(F)F)=O